((2S,5R)-6-(((3-ethoxy-2,2-dimethyl-3-oxopropoxy) sulfonyl) oxy)-7-oxo-1,6-diazabicyclo[3.2.1]octane-2-carboxamido) methylbutyrate CC(C(=O)ONC(=O)[C@H]1N2C(N([C@H](CC1)C2)OS(=O)(=O)OCC(C(=O)OCC)(C)C)=O)CC